ClC1=NC(=NC(=N1)N(CC)CC)NC1(C=CC2=CC(C(OC2=C1)=O)C1=CC=CC=C1)NC1=NN=NC=C1 7-{[4-chloro-6-(diethylamino)-s-triazin-2-yl]amino}-7-triazinylamino-3-phenyl-coumarin